(2R,5S)-5-[2-(4-chloro-3-fluorophenoxy)acetamido]-N-[3-(difluoromethoxy)phenyl]piperidine-2-carboxamide ClC1=C(C=C(OCC(=O)N[C@H]2CC[C@@H](NC2)C(=O)NC2=CC(=CC=C2)OC(F)F)C=C1)F